(Z)-N'-cyano-N-ethyl-6-[(2R,4S)-4-fluoro-2-[5-fluoro-2-(methylsulfanyl)phenyl]pyrrolidin-1-yl]imidazo[1,2-b]pyridazine-3-carboximidamid C(#N)\N=C(/NCC)\C1=CN=C2N1N=C(C=C2)N2[C@H](C[C@@H](C2)F)C2=C(C=CC(=C2)F)SC